1-{[1-(4-chloro-3-fluorophenyl)-3-methyl-1H-1,2,4-triazol-5-yl]methyl}-1-methyl-3-{[1-(quinolin-7-yl)-1H-1,2,4-triazol-5-yl]methyl}urea ClC1=C(C=C(C=C1)N1N=C(N=C1CN(C(=O)NCC1=NC=NN1C1=CC=C2C=CC=NC2=C1)C)C)F